ClC1=C(C=CC(=C1)Cl)C1CC(C=2C(C3=CC=C(C=C3NC2C1)OC)=O)=O 3-(2,4-dichlorophenyl)-6-methoxy-3,4-dihydroacridine-1,9(2H,10H)-dione